FC1(OC2=C(O1)C=CC(=C2)C2=NN(C(=C2)C(=C)C)C2CCN(CC2)C(=O)OC(C)(C)C)F tert-butyl 4-[3-(2,2-difluoro-1,3-benzodioxol-5-yl)-5-isopropenyl-pyrazol-1-yl]piperidine-1-carboxylate